C(C)(C)(C)OC(=O)N1CC(NCC1)(C)C.ClC1=CC(=NC=N1)N1CCC(CC1)CN1C(CN(CC1)C(=O)OC(C)(C)C)(C)C tert-butyl 4-((1-(6-chloropyrimidin-4-yl)piperidin-4-yl)methyl)-3,3-dimethylpiperazine-1-carboxylate tert-butyl-3,3-dimethylpiperazine-1-carboxylate